(E)-3-(4-bromophenyl)-1-phenyl-5-styryl-1H-pyrazole-4-carboxylic acid ethyl ester C(C)OC(=O)C=1C(=NN(C1\C=C\C1=CC=CC=C1)C1=CC=CC=C1)C1=CC=C(C=C1)Br